FC1=CC=C(C=C1)C=1C(=NN2C1N=C(NC2=O)SCC#C)C2CN(CCO2)C(C)C 8-(4-fluorophenyl)-7-(4-isopropylmorpholin-2-yl)-2-(prop-2-yn-1-ylsulfanyl)-3H-pyrazolo[1,5-a][1,3,5]triazin-4-one